ClC1=NC=C(C(=O)NC([2H])([2H])[2H])C(=C1)NC1=CN(C2=C1C(N(C=C2Cl)C([2H])([2H])[2H])=O)C 6-Chloro-4-((7-chloro-1-methyl-5-(methyl-d3)-4-oxo-4,5-dihydro-1H-pyrrolo[3,2-c]pyridin-3-yl)amino)-N-(methyl-d3)nicotinamide